C(C)(C)(C)P(C1=C(C=CC=C1)C1=C(C=C(C=C1C(C)C)C(C)C)C(C)C)C(C)(C)C di-tert-butyl([2-[2,4,6-tris(propan-2-yl)phenyl]phenyl])phosphane